CC=1OC=CC1C(N)=S 2-methyl-3-furanthiocarboxamide